FC(C1=C(C=CC=C1)N1N=CC(=C1)C(=O)Cl)(F)F 1-(2-(trifluoromethyl)phenyl)-1H-pyrazole-4-carbonyl chloride